C(C1=CC=CC=C1)[C@H]1[C@H]2C[C@H]2CN1C1=NC(=CC(N1)=O)N1CCOCC1 2-((1s,2S,5R)-2-benzyl-3-azabicyclo[3.1.0]hexan-3-yl)-6-morpholinopyrimidin-4(3H)-one